N-(5-(difluoromethoxy)-1H-pyrazol-3-yl)-6-(2,2,2-trifluoro-1-(pyridin-3-yl)ethoxy)pyrazin-2-amine FC(OC1=CC(=NN1)NC1=NC(=CN=C1)OC(C(F)(F)F)C=1C=NC=CC1)F